cyclopropyl 6-(1-((4-chlorophenyl)carbamoyl)cyclobutyl)-3,4-dihydro-1,5-naphthyridine-1(2H)-carboxylate ClC1=CC=C(C=C1)NC(=O)C1(CCC1)C=1N=C2CCCN(C2=CC1)C(=O)OC1CC1